ClC=1C=C2C(=CNC2=C(C1)I)CCN 2-(5-chloro-7-iodo-1H-indol-3-yl)ethanamine